7-(tetrahydro-pyran-4-yl)-7H-pyrrolo[2,3-d]pyrimidin-4-ylamine O1CCC(CC1)N1C=CC2=C1N=CN=C2N